ClC=1C=C(C=CC1OCC1=CC(=CC=C1)F)NC1=NC=NC2=CC(=C(C=C12)[N+](=O)[O-])OCCN1CCCCC1 N-(3-chloro-4-((3-fluorobenzyl)oxy)phenyl)-6-nitro-7-(2-(piperidin-1-yl)ethoxy)quinazolin-4-amine